S(=O)(=O)(OCCCNC(CCCCCCC\C=C/CCCCCCCC)=O)OCC Oleamidopropyl Ethyl Sulfate